2-(3-chloro-4-(isobutyryloxy)benzylidene-amino)-3-(4-hydroxy-phenyl)propanoic acid ClC=1C=C(C=NC(C(=O)O)CC2=CC=C(C=C2)O)C=CC1OC(C(C)C)=O